C1(=CC=C(C=C1)C1=NC(=NC(=N1)N1C2=CC=CC=C2C2=CC=C3C(=C12)N(C=1C=CC=CC13)C1=CC=CC=C1)N1C3=CC=CC=C3C3=CC=C2C(=C13)N(C=1C=CC=CC12)C1=CC=CC=C1)C1=CC=CC=C1 2-(biphenyl-4-yl)-4,6-bis(12-phenylindolo[2,3-a]carbazole-11-yl)-1,3,5-triazine